(3AS,4S,5R)-1-((2-amino-3-bromoquinolin-7-yl)methyl)-5-(4-amino-7H-pyrrolo[2,3-d]pyrimidin-7-yl)tetrahydro-1H-cyclopenta[c]furan-3a,4(3H)-diol NC1=NC2=CC(=CC=C2C=C1Br)CC1OC[C@]2(C1C[C@H]([C@@H]2O)N2C=CC1=C2N=CN=C1N)O